ClC=1C=C(OC=2C=CC(=C(C2)NC(=O)C2N(C(CC2)=O)C)OC)C=CC1F N-(5-(3-Chloro-4-fluorophenoxy)-2-methoxyphenyl)-1-methyl-5-oxopyrrolidine-2-carboxamide